1-(3-((3-bromopyridin-2-yl)oxy)azetidin-1-yl)ethan-1-one BrC=1C(=NC=CC1)OC1CN(C1)C(C)=O